FC=1C=C(C=C(C1)F)[C@@H]1CC=NN1C(=O)N1CC(C1)OC1=CC(=NC=C1F)C1=NN(C(=C1C)C(=O)NC1CCOCC1)C (S)-3-(4-((1-(5-(3,5-difluorophenyl)-4,5-dihydro-1H-pyrazole-1-carbonyl)azetidin-3-yl)oxy)-5-fluoropyridin-2-yl)-1,4-dimethyl-N-(tetrahydro-2H-pyran-4-yl)-1H-pyrazole-5-carboxamide